(1R,3aS,10aR)-5-fluoro-1-[(1E,3ξ)-3-hydroxy-4-methyl-4-(3-thienyl)-1-penten-1-yl]-2,3,3a,9,10,10a-hexahydro-1H-benzo[b]cyclopenta[f]oxepin-6-carboxylic acid FC1=C(C=CC2=C1O[C@@H]1[C@H](CC2)[C@H](CC1)\C=C\C(C(C)(C1=CSC=C1)C)O)C(=O)O